C(C=C)C1=C(C=CC=C1)S(=O)(=O)N allylbenzenesulfonamide